NCC1=NNC(C2=CC=C(C=C12)C=1C=NN(C1C1=C(C#N)C(=CC(=C1F)Cl)N1CC(CC1)=CF)C)=O 2-(4-(4-(Aminomethyl)-1-oxo-1,2-dihydro-phthalazin-6-yl)-1-methyl-1H-pyrazol-5-yl)-4-chloro-6-(3-(fluoromethylene)pyrrolidin-1-yl)-3-fluorobenzonitrile